3-(8,8-difluoro-7-oxobicyclo[4.2.0]oct-1,3,5-triene-2-enyloxy)-5-trifluoromethylbenzidine FC1(C(C2=CC(=C=C=C12)OC=1C=C(C=C(C1N)C(F)(F)F)C1=CC=C(N)C=C1)=O)F